ClC1=C(C=C(C=C1)[C@@H](NC(=O)N1[C@@H](C(NCC1)=O)C)[C@@H]1CC[C@@H](CC1)C(F)(F)F)C(F)F |o1:7| (2R)-N-((S or R)-(4-chloro-3-(difluoro-methyl)phenyl)(cis-4-(trifluoromethyl)cyclohexyl)methyl)-2-methyl-3-oxopiperazine-1-carboxamide